4-pentyl-1,3-dioxolane C(CCCC)C1OCOC1